Cl.ClCC1=NN(C=C1C)C (chloromethyl)-1,4-dimethyl-1H-pyrazole hydrochloride